N-(5-chloro-4-(3-phenylisooxazolidin-2-yl)pyrimidin-2-yl)-1,2,3,4-tetrahydroisoquinoline-6-amine ClC=1C(=NC(=NC1)NC=1C=C2CCNCC2=CC1)N1OCCC1C1=CC=CC=C1